1H-imidazoledipropionic acid N1C(=NC(=C1)CCC(=O)O)CCC(=O)O